FC1=CC2=C(N=CS2)C=C1NC1=C2C(=NC=C1)SC(=C2)C2[C@@H](NCCC2)C 6-fluoro-N-(2-((2S)-2-methylpiperidin-3-yl)thieno[2,3-b]pyridin-4-yl)benzo[d]thiazol-5-amine